FC=1C=C(C=C(C1)C=1C=NN(C1)C1=CC=C(C=C1)S(=O)(=O)C)CN (3-fluoro-5-(1-(4-(methylsulfonyl)phenyl)-1H-pyrazol-4-yl)phenyl)methanamine